[6-[1-(oxetan-3-ylmethyl)-6-oxo-3-pyridyl]-3,6-dihydro-2H-pyran-4-yl] trifluoromethanesulfonate FC(S(=O)(=O)OC=1CCOC(C1)C1=CN(C(C=C1)=O)CC1COC1)(F)F